4-[(4R)-7-chloro-10-[3-(4-chloro-3,5-dimethyl-phenoxy)propyl]-4-methyl-1-oxo-6-(1,3,5-trimethylpyrazol-4-yl)-3,4-dihydropyrazino[1,2-a]indol-2-yl]-1-ethyl-indole-3-carboxylic Acid ClC=1C=CC=2C(=C3N(C2C1C=1C(=NN(C1C)C)C)[C@@H](CN(C3=O)C3=C1C(=CN(C1=CC=C3)CC)C(=O)O)C)CCCOC3=CC(=C(C(=C3)C)Cl)C